methyl 2-(5-(4-((3,5-difluorobenzoyl)oxy)bicyclo[2.2.2]octan-1-yl)-1,2,4-oxadiazol-3-yl)isonicotinate FC=1C=C(C(=O)OC23CCC(CC2)(CC3)C3=NC(=NO3)C=3C=C(C(=O)OC)C=CN3)C=C(C1)F